BrC1=C(C(=NC(=C1)Cl)F)OC 4-Bromo-6-chloro-2-fluoro-3-methoxypyridine